N-(4-fluorophenyl)-3-(3-(2-hydroxypropan-2-yl)-5-(trifluoromethyl)-[2,3'-bipyridin]-6'-yl)oxetane-3-carboxamide FC1=CC=C(C=C1)NC(=O)C1(COC1)C1=CC=C(C=N1)C1=NC=C(C=C1C(C)(C)O)C(F)(F)F